N-(6-(4-fluorophenyl)-2-(2-morpholinoethyl)-2H-indazol-5-yl)-3-nitrobenzamide FC1=CC=C(C=C1)C=1C(=CC2=CN(N=C2C1)CCN1CCOCC1)NC(C1=CC(=CC=C1)[N+](=O)[O-])=O